6-bromo-N-(4-(pyrrolidin-1-ylmethyl)pyridin-2-yl)-benzo[d]thiazol-2-amine BrC1=CC2=C(N=C(S2)NC2=NC=CC(=C2)CN2CCCC2)C=C1